methyl (2E)-2-methoxyimino-2-[3-methyl-2-[[(E)-1-[2-methyl-5-(trifluorometh-yl)pyrazol-3-yl]ethylideneamino]oxymethyl]phenyl]acetate CO\N=C(\C(=O)OC)/C1=C(C(=CC=C1)C)CO/N=C(\C)/C=1N(N=C(C1)C(F)(F)F)C